7-bromo-2-methyl-oxazolo[4,5-c]pyridine BrC=1C2=C(C=NC1)N=C(O2)C